diphenoxyphosphinic acid O(C1=CC=CC=C1)P(O)(=O)OC1=CC=CC=C1